6-[(4-ethylpiperazin-1-yl)methyl]-N,N-bis[(4-methoxyphenyl)methyl]pyridin-2-amine C(C)N1CCN(CC1)CC1=CC=CC(=N1)N(CC1=CC=C(C=C1)OC)CC1=CC=C(C=C1)OC